BrC1=CC=C(C=C1)[C@@H]1[C@@H](CN(CC1)C(=O)OC(C)(C)C)F (3S,4R)-tert-butyl 4-(4-bromophenyl)-3-fluoropiperidine-1-carboxylate